C(C)(C)(C)C1=CC=C(C(=O)NC2=C(C(=CC=C2)C=2N=C(C(N(C2)C)=O)NC2=CC=C(C=C2)C(=O)N2CCOCC2)C)C=C1 4-(tert-Butyl)-N-(2-methyl-3-(4-methyl-6-((4-(morpholine-4-carbonyl)phenyl)amino)-5-oxo-4,5-dihydropyrazin-2-yl)phenyl)benzamide